5-[(2S,6R)-2,6-dimethyl-4-piperidinyl]-N-(8-fluoro-2-methyl-imidazo[1,2-a]pyridin-6-yl)thiazolo[5,4-B]pyridine-2-carboxamide C[C@@H]1N[C@@H](CC(C1)C1=CC=C2C(=N1)SC(=N2)C(=O)NC=2C=C(C=1N(C2)C=C(N1)C)F)C